2-(benzylthio)-4-hydroxy-5-(2-hydroxyacetamido)tetrahydro-2H-pyran-2-carboxylic acid C(C1=CC=CC=C1)SC1(OCC(C(C1)O)NC(CO)=O)C(=O)O